FC(CN1C[C@@H]2[C@H](C1)CC(C2)CCOC=2C=C1C(=CNC1=CC2)NC(=O)C2CC1(CC1)C2)(F)F N-(5-(2-((3aR,5r,6aS)-2-(2,2,2-trifluoroethyl)octa-hydrocyclopenta[c]pyrrol-5-yl)ethoxy)-1H-indol-3-yl)spiro[2.3]hexane-5-carboxamide